CC=1C=C(C=CC1OC1=CC2=C(N(C=N2)C)C=C1)NC1=NC=NC=C1C#CC1N(CC1)C(C=C)=O 1-(2-((4-((3-methyl-4-((1-methyl-1H-benzoimidazol-5-yl)oxy)phenyl)amino)pyrimidin-5-yl)ethynyl)azetidin-1-yl)prop-2-en-1-one